C(C(=C)C)(=O)NCCC[N+](CCCCS(=O)(=O)[O-])(C)C 4-[(3-methacrylamidopropyl)dimethylammonio]butane-1-sulfonate